CC(CC[C@@H](C(=O)O)N[C@@H](C(F)(F)F)C1=CC=CC=C1)(C)C (S)-5,5-dimethyl-2-(((R)-2,2,2-trifluoro-1-phenylethyl)amino)hexanoic acid